(2S,5'R)-7-chloro-3',4-dimethoxy-5'-methyl-6-(8-methyl-1-oxa-2,8-diazaspiro[4.5]dec-2-en-3-yl)spiro[benzofuran-2,4'-cyclohex-2-ene] ClC1=C(C=C(C=2C[C@]3(C(=CCC[C@H]3C)OC)OC21)OC)C2=NOC1(C2)CCN(CC1)C